ClC=1C=C(C=C(C1)Cl)NCC(=O)N(C)C 2-((3,5-dichlorophenyl)amino)-N,N-dimethylacetamide